3-[benzoyl(methyl)amino]-N-[2-bromo-4-[1,2,2,2-tetrafluoro-1-(trifluoromethyl)ethyl]-6-(trifluoromethyl)phenyl]-2-fluoro-benzamide C(C1=CC=CC=C1)(=O)N(C=1C(=C(C(=O)NC2=C(C=C(C=C2C(F)(F)F)C(C(F)(F)F)(C(F)(F)F)F)Br)C=CC1)F)C